4-iodo-6a,7,8,9-tetrahydro-6H-pyrido[3,2-b]pyrrolo[1,2-d][1,4]oxazine-8-carbonitrile IC1=CC=NC2=C1OCC1N2CC(C1)C#N